5-((2-bromo-5-fluorobenzo[d]thiazol-6-yl)oxy)-2,2-dimethylcyclopentanone BrC=1SC2=C(N1)C=C(C(=C2)OC2CCC(C2=O)(C)C)F